1-(3-(4-(1-(difluoromethyl)-1H-pyrazol-4-yl)-1-(4-(trifluoromethoxy)phenyl)-1H-pyrazolo[3,4-b]pyridin-3-yl)azetidin-1-yl)-2-fluoroprop-2-en-1-one FC(N1N=CC(=C1)C1=C2C(=NC=C1)N(N=C2C2CN(C2)C(C(=C)F)=O)C2=CC=C(C=C2)OC(F)(F)F)F